N-ω-nitro-L-arginine methyl ester COC(=O)[C@H](CCCN=C(N)N[N+](=O)[O-])N